CC(CCCCCCCCCCCCCCCC)=O octadecanone